N-[(2-oxo-1H-pyridin-3-yl)sulfonyl]pyridine-3-carboxamide O=C1NC=CC=C1S(=O)(=O)NC(=O)C=1C=NC=CC1